FC1(CCN(CC1)C)C1=CC(=C(C=C1)C1=CC(=NN1)NC=1N=CC(=NC1)C#N)OC 5-[[5-[4-(4-Fluoro-1-methyl-4-piperidyl)-2-methoxy-phenyl]-1H-pyrazol-3-yl]amino]pyrazin-2-carbonitril